2-((1-hydroxypropan-2-yl)amino)ethan-1-one OCC(C)NCC=O